N-(4-cyanobenzyl)-8-((1-(N-cyanosulfamoyl)cyclopropyl)methoxy)-1-methyl-2-oxo-1,2-dihydropyrido[2,3-d]pyridazine-3-carboxamide C(#N)C1=CC=C(CNC(=O)C2=CC=3C(=C(N=NC3)OCC3(CC3)S(NC#N)(=O)=O)N(C2=O)C)C=C1